(S)-N-(5-(4-amino-1-(1-(3-methyl-5-oxo-6-phenyl-5H-thiazolo[3,2-a]pyridin-7-yl)propyl)-1H-pyrazolo[3,4-d]pyrimidin-3-yl)-2-methoxyphenyl)methanesulfonamide NC1=C2C(=NC=N1)N(N=C2C=2C=CC(=C(C2)NS(=O)(=O)C)OC)[C@@H](CC)C=2C=C1N(C(C2C2=CC=CC=C2)=O)C(=CS1)C